tert-butyl 4-(((3-((benzyloxy)carbonyl)bicyclo[1.1.1]pentan-1-yl)amino)methyl)-4-hydroxypiperidine-1-carboxylate C(C1=CC=CC=C1)OC(=O)C12CC(C1)(C2)NCC2(CCN(CC2)C(=O)OC(C)(C)C)O